N-(4-((2-methoxy-3-(1-methyl-1H-1,2,4-triazol-3-yl)phenyl)amino)-5-propionylpyridin-2-yl)cyclopropanecarboxamide COC1=C(C=CC=C1C1=NN(C=N1)C)NC1=CC(=NC=C1C(CC)=O)NC(=O)C1CC1